COC1=CC(=NN1C)C 5-methoxy-1,3-dimethyl-pyrazol